COC(C1=C(C=CC(=C1)N(CC1CC1)S(=O)(=O)C)O)=O.BrC1=NC(=NN1CC1=CC=C(C=C1)OC)N1C(CCC1)=O 1-(5-bromo-1-(4-methoxybenzyl)-1H-1,2,4-triazol-3-yl)pyrrolidin-2-one methyl-5-(N-(cyclopropylmethyl)methylsulfonylamino)-2-hydroxybenzoate